2-(4-(1-((4-methyl-4H-1,2,4-triazol-3-yl)methyl)cyclobutyl)-6-phenylpyridin-2-yl)-6-(((1-methylcyclobutyl)amino)methyl)-4-(trifluoromethyl)isoindolin-1-one CN1C(=NN=C1)CC1(CCC1)C1=CC(=NC(=C1)C1=CC=CC=C1)N1C(C2=CC(=CC(=C2C1)C(F)(F)F)CNC1(CCC1)C)=O